4-fluoro-2'-hydroxy-4'-methoxy-5'-benzylaminomethyl-chalcone FC1=CC=C(C=C1)\C=C\C(=O)C1=C(C=C(C(=C1)CNCC1=CC=CC=C1)OC)O